C12C(C3CC(CC(C1)C3)C2)NC(CN2C(C(=CC=C2)NC([C@H](CCC(C(=O)N)=O)NC(=O)C2=C(N=C(S2)C(F)(F)F)C)=O)=O)=O (S)-N1-(1-(2-(2-adamantylamino)-2-oxoethyl)-2-oxo-1,2-dihydropyridin-3-yl)-2-(4-methyl-2-(trifluoromethyl)thiazole-5-carboxamido)-5-oxohexanediamide